(2-Cyano-4-fluorophenyl)carbamic acid methyl ester COC(NC1=C(C=C(C=C1)F)C#N)=O